CN1C(=NN=C1)[C@@H](C1CC(C1)C#N)C1=CC(=CC=C1)N1C(C2=CC(=CC(=C2C1)C(F)(F)F)CNC1(CCC1)C)=O (1S,3s)-3-((R)-(4-methyl-4H-1,2,4-triazol-3-yl)(3-(6-(((1-methylcyclobutyl)-amino)methyl)-1-oxo-4-(trifluoromethyl)isoindolin-2-yl)phenyl)methyl)cyclobutane-1-carbonitrile